1-(4-Methylpyridin-2-yl)-2-(spiro[cyclobutane-1,1'-inden]-2'-yl)-1H-indole CC1=CC(=NC=C1)N1C(=CC2=CC=CC=C12)C=1C2(C3=CC=CC=C3C1)CCC2